N,N-bis[2-hydroxyethyl]aniline OCCN(C1=CC=CC=C1)CCO